FC1=C(C=CC(=C1C=O)C)N(C)CC=1C=C(C=CC1)NC(OC(C)(C)C)=O tert-Butyl (3-(((2-fluoro-3-formyl-4-methylphenyl)(methyl)amino)methyl)phenyl)carbamate